CN(C)CC1=NC2=C(C=CC=C2C=C1)NS(=O)(=O)C1=CC=C(C=C1)NC(C)=O N-(4-(N-(2-((Dimethylamino)methyl)quinolin-8-yl)sulfamoyl)phenyl)acetamide